C(C)(C)(C)SC=1C(=CC2=C(N(C=N2)C2=CC(=NC(=C2)F)F)C1)OC 6-(tert-Butylthio)-1-(2,6-difluoropyridin-4-yl)-5-methoxy-1H-benzo[d]imidazol